ClC1=C(C=CC=C1Cl)SC=1N=CC(=NC1C)N1CCC(CCC1)N (5-((2,3-dichlorophenyl)thio)-6-methylpyrazin-2-yl)azepan-4-amine